(S)-N-(4-((2-(1,1-difluoroethyl)-6-methylpyrimidin-4-yl)amino)-5-(3-methoxybutoxy)pyridin-2-yl)acetamide FC(C)(F)C1=NC(=CC(=N1)NC1=CC(=NC=C1OCC[C@H](C)OC)NC(C)=O)C